C1(=C(C=CC=C1)C1(CC=C(C=C1)C1=CC=CC=C1)S(=O)(=O)O)C.FC(C(=O)N(CCC=1SC=CC1)C)(F)F 2,2,2-trifluoro-N-methyl-N-(2-(thien-2-yl)ethyl)acetamide p-Tolyl[1,1'-biphenyl]-4-sulfonate